4-(((5'-chloro-2'-((1-((2-(2,6-dioxopiperidin-3-yl)-1-oxoisoindolin-4-yl)methyl)piperidin-4-yl)amino)-[2,4'-bipyridin]-6-yl)amino)methyl)tetrahydro-2H-pyran-4-carbonitrile ClC=1C(=CC(=NC1)NC1CCN(CC1)CC1=C2CN(C(C2=CC=C1)=O)C1C(NC(CC1)=O)=O)C1=NC(=CC=C1)NCC1(CCOCC1)C#N